BrC1=CC=C(C=C1)OC(C)C 1-bromo-4-[(propan-2-yl)oxy]benzene